7-(5-chloro-2-((tetrahydro-2h-pyran-4-yl)amino)pyridine-4-yl)-2-(5-fluoro-2-(hydroxymethyl)benzyl)-3,4-dihydropyrrolo[1,2-a]pyrazine-1(2H)-one ClC=1C(=CC(=NC1)NC1CCOCC1)C=1C=C2N(CCN(C2=O)CC2=C(C=CC(=C2)F)CO)C1